N1=C(C=CC2=CC=C3C=CC=NC3=C12)C(C)=O 1-(1,10-phenanthroline-2-yl)ethanone